(3S)-1-[2-(2,4-difluorophenyl)sulfonyl-2,6-diazaspiro[3.3]heptane-6-carbonyl]pyrrolidine-3-carboxamide FC1=C(C=CC(=C1)F)S(=O)(=O)N1CC2(C1)CN(C2)C(=O)N2C[C@H](CC2)C(=O)N